4-methyl-4-((2-(pyrrolidin-1-yl)-4-(trifluoromethyl)benzyl)amino)piperidine-1-carboxylic acid tert-butyl ester C(C)(C)(C)OC(=O)N1CCC(CC1)(NCC1=C(C=C(C=C1)C(F)(F)F)N1CCCC1)C